4-amino-N-((4R)-8-fluoro-7-(trifluoro-methyl)-3,4-dihydro-1H-2-benzopyran-4-yl)-N,1,7-trimethyl-1H-pyrazolo[4,3-c]-quinoline-8-carboxamide NC1=NC=2C=C(C(=CC2C2=C1C=NN2C)C(=O)N(C)[C@H]2COCC1=C2C=CC(=C1F)C(F)(F)F)C